O1CC(C1)NC1=C(C=C(C=C1)C1=NNCOC1)C(F)(F)F 5-{4-[(oxetan-3-yl)amino]-3-(trifluoromethyl)phenyl}-3,6-dihydro-2H-1,3,4-oxadiazin